C(C)(C)(C)N(C=N)C(C)(C)C di-t-butylformamidine